N-(3-((3-(9H-purin-6-yl)pyridin-2-yl)amino)-4-methylphenyl)-2-(oxepan-3-yl)acetamide N1=CN=C2NC=NC2=C1C=1C(=NC=CC1)NC=1C=C(C=CC1C)NC(CC1COCCCC1)=O